4-(4-Amino-2,6-dimethylbenzyl)-2-(deuteromethyl)phenol NC1=CC(=C(CC2=CC(=C(C=C2)O)C[2H])C(=C1)C)C